rac-(1R,2S,4R,5S)-5-(5-(cis-3-(trifluoromethoxy)cyclobutyl)-1,3,4-oxadiazol-2-yl)-7-oxabicyclo[2.2.1]heptan-2-amine FC(O[C@H]1C[C@H](C1)C1=NN=C(O1)[C@@H]1[C@H]2C[C@@H]([C@@H](C1)O2)N)(F)F |&1:12,13,15,16|